2-((3-(2,6-dioxopiperidin-3-yl)-1-methyl-1H-indazol-6-yl)oxy)-N-(3-ethyl-isoxazol-5-yl)acetamide O=C1NC(CCC1C1=NN(C2=CC(=CC=C12)OCC(=O)NC1=CC(=NO1)CC)C)=O